2-ethylmethyl-ethyltrimethoxysilane C(C)CC[Si](OCC)(OC)OC